ClC=1C=C(C=CC1F)NC(N(C=1C=NC(=CC1)OC)CC1=NN=C(N1C)C(F)F)=O (3-chloro-4-fluorophenyl)-1-((5-(difluoromethyl)-4-methyl-4H-1,2,4-triazol-3-yl)methyl)-1-(6-methoxypyridin-3-yl)urea